ClC=1C(N(C(C1Cl)=O)CC1=C(C=C(C=C1)N1CCN(CC1)C(=O)[C@H]1N(CCC1)C(=O)OC(C)(C)C)C)O tert-butyl (2S)-2-(4-(4-((3,4-dichloro-2-hydroxy-5-oxo-2,5-dihydro-1H-pyrrol-1-yl)methyl)-3-methylphenyl)piperazine-1-carbonyl)pyrrolidine-1-carboxylate